para-toluenesulfonyl isocyanate CC1=CC=C(C=C1)S(=O)(=O)N=C=O